1-(4-chlorophenyl)-3-(dimethylamino)prop-2-en-1-one 1,7-dioxaspiro[5.5]undecane-5-yl-3-(trifluoromethyl)benzoate O1CCCC(C12OCCCC2)OC(C2=CC(=CC=C2)C(F)(F)F)=O.ClC2=CC=C(C=C2)C(C=CN(C)C)=O